(R)-5-(aminomethyl)pyrrolidin-2-one hydrochloride salt Cl.NC[C@H]1CCC(N1)=O